2,6-Dimethyl-1H,4'H-spiro[isoquinoline-4,1'-naphthalene]-1,3,4'(2H)-trione CN1C(C2=CC=C(C=C2C2(C=CC(C3=CC=CC=C23)=O)C1=O)C)=O